methyl-N-phenylpyrazolo[1,5-a][1,3,5]triazin-4-amine CC1=NC=2N(C(=N1)NC1=CC=CC=C1)N=CC2